N,N-bis(2-picolyl)ethylenediamine N1=C(C=CC=C1)CN(CCN)CC1=NC=CC=C1